N[C@H]1CS(C2=C(N(C1=O)CC1=CC=C(C=C1)Cl)C=C(C=C2)C=2OC(=NN2)N2CC1(C2)OCCC1)(=O)=O (3R)-3-amino-5-[(4-chlorophenyl)methyl]-7-[5-(5-oxa-2-azaspiro[3.4]octan-2-yl)-1,3,4-oxadiazol-2-yl]-1,1-dioxo-2,3-dihydro-1λ6,5-benzothiazepin-4-one